N'-(2-chloro-5-methyl-4-phenoxyphenyl)-N-ethyl-N-methylimidoformamide ClC1=C(C=C(C(=C1)OC1=CC=CC=C1)C)N=CN(C)CC